S(N)(OC[C@@H]1[C@H](C[C@@H](C1)NC1=NC=NC=C1C(=O)C=1SC(=C(C1)[C@H]1OCCC2=CC=CC=C12)C)O)(=O)=O [(1R,2S,4R)-4-{[5-({4-[(1S)-3,4-dihydro-1H-isochromen-1-yl]-5-methyl-2-thienyl}carbonyl)pyrimidin-4-yl]amino}-2-hydroxycyclopentyl]methyl sulfamate